NC1=C(C=CC=C1)NC(CCCCCCNC(C1=CC(=C(C=C1)CC1=CNC2=CC=C(C=C12)[N+](=O)[O-])OC)=O)=O N-(7-((2-aminophenyl)amino)-7-oxoheptyl)-3-methoxy-4-((5-nitro-1H-indol-3-yl)methyl)benzamide